6-(prop-2-yl)pyridine-3-carboxamide CC(C)C1=CC=C(C=N1)C(=O)N